OC(CCCCCCCCC(=O)[O-])CCCCCCO 10,16-dihydroxyhexadecanoate